ClC1=C(C=CC=C1Cl)N1CCN(CC1)[C@@H]1CC[C@H](CC1)NC(C1=CC(=CC=C1)OC)=O trans-N-{4-[4-(2,3-Dichlorophenyl)-1-piperazinyl]cyclohexyl}-3-methoxybenzamide